5-(4-fluorobenzoyl)amino-3-(1-(3-pentyl)piperidin-4-yl)-1H-indole FC1=CC=C(C(=O)NC=2C=C3C(=CNC3=CC2)C2CCN(CC2)C(CC)CC)C=C1